Cl.NCC1(CS(C1)(=O)=O)O 3-(Aminomethyl)-3-hydroxythietane 1,1-dioxide hydrochloride